CN(CC=CC(=O)N1CCN(CC1)C=1SC(=CC1)C)C 4-(dimethylamino)-1-(4-(5-methylthiophen-2-yl)piperazin-1-yl)but-2-en-1-one